N1=C2C(=NC=C1)N=CC(=C2)C=2C=CN1N=C(N=CC12)N[C@@H]1CC[C@H](CC1)N trans-N1-(5-(pyrido[2,3-b]pyrazin-7-yl)pyrrolo[2,1-f][1,2,4]triazin-2-yl)cyclohexane-1,4-diamine